4-fluoro-1-(1-tetrahydropyran-2-ylpyrazol-4-yl)-6,7-dihydro-5H-cyclopenta[c]pyridine-6-carbaldehyde FC=1C2=C(C(=NC1)C=1C=NN(C1)C1OCCCC1)CC(C2)C=O